(2E,2'E)-1,1'-((2R,5R)-2,5-dimethylpiperazine-1,4-diyl)bis(2-methyl-3-(4-nitrophenyl)prop-2-en-1-one) C[C@H]1N(C[C@H](N(C1)C(\C(=C\C1=CC=C(C=C1)[N+](=O)[O-])\C)=O)C)C(\C(=C\C1=CC=C(C=C1)[N+](=O)[O-])\C)=O